Cl[Si](C)(C)C1C(=CC2=C(C=3CC(CC3C=C12)(C)C)[C-]1C=CC=C1)C.[CH-]1C=CC=C1.[Fe+2] Chloro(4-(ferrocen-1-yl)-2,6,6-trimethyl-1,5,6,7-tetrahydro-s-indacen-1-yl)dimethylsilane